CC=1C=C(C=C(C1)C)P(C1=CC(=CC(=C1)C)C)[C-]1C(=CC=C1)[C@H](N(C)C)C1=CC=CC=C1.CN(C)[C@@H](C=1[C-](C=CC1)P(C1=CC(=CC(=C1)C)C)C1=CC(=CC(=C1)C)C)C1=CC=CC=C1.[Fe+2] bis[bis(3,5-dimethylphenyl)phosphino]-2,2'-bis[(R,R)-C-(N,N-dimethylamino)phenylmethyl]ferrocene